5-((2,4-dichloro-5-isopropoxyphenyl)amino)-3,3-dimethyl-5-oxopentanoic acid ClC1=C(C=C(C(=C1)Cl)OC(C)C)NC(CC(CC(=O)O)(C)C)=O